tert-butyl (4S)-4-[(1R)-1-hydroxy-5-[methoxy(methyl)amino]-5-oxo-pentyl]-2,2-dimethyl-oxazolidine-3-carboxylate O[C@H](CCCC(=O)N(C)OC)[C@H]1N(C(OC1)(C)C)C(=O)OC(C)(C)C